ClC=1C=C(NC2(CCC3(C(CC4=CC=CC=C34)C[C@H](COC3=CC=NC=4CCC[C@H](C34)C(F)(F)F)C)CC2)C(=O)O)C=CC1 4-(3-Chloroanilino)-2'-[(2R)-2-methyl-3-{[(5R)-5-(trifluoromethyl)-5,6,7,8-tetrahydroquinolin-4-yl]oxy}propyl]-2',3'-dihydrospiro[cyclohexane-1,1'-indene]-4-carboxylic acid